BrC=1C=2C(C(=NC1)Cl)=NN(C2)C 4-bromo-7-chloro-2-methyl-2H-pyrazolo[3,4-c]pyridine